3-Amino-5-((4-(trifluoromethoxy)phenyl)sulfonyl)picolinic acid NC=1C(=NC=C(C1)S(=O)(=O)C1=CC=C(C=C1)OC(F)(F)F)C(=O)O